C(C)(C)(CC)C1=NC2=C3N=CC=CC3=CC=C2C=C1 2-tertiarypentyl-1,10-phenanthroline